10,10',10'',10'''-(4-(1-methyl-1H-benzo[d]imidazol-2-yl)-[1,1'-biphenyl]-2,3,5,6-tetrayl)tetrakis(5-methyl-5,10-dihydrophenazine) CN1C(=NC2=C1C=CC=C2)C2=C(C(=C(C(=C2N2C1=CC=CC=C1N(C=1C=CC=CC21)C)N2C1=CC=CC=C1N(C=1C=CC=CC21)C)C2=CC=CC=C2)N2C1=CC=CC=C1N(C=1C=CC=CC21)C)N2C1=CC=CC=C1N(C=1C=CC=CC21)C